C(CCCCCCCCCCCCCCCCCCCCC)(=O)N(C[C@H](O)[C@@H](O)[C@H](O)[C@H](O)CO)C N-docosanoyl-N-methyl-D-glucamine